5-((5,5-difluoro-6-oxo-6-(4-(4-(quinoxalin-2-yl)-1H-pyrazol-1-yl)piperidin-1-yl)hexyl)amino)-2-(2,6-dioxopiperidin-3-yl)isoindoline-1,3-dione FC(CCCCNC=1C=C2C(N(C(C2=CC1)=O)C1C(NC(CC1)=O)=O)=O)(C(N1CCC(CC1)N1N=CC(=C1)C1=NC2=CC=CC=C2N=C1)=O)F